1-(4-[3-methyl-4h,6h,7h-pyrano[4,3-C]pyrazol-2-yl]phenyl)methylamine CC1=C2C(=NN1C1=CC=C(C=C1)CN)CCOC2